6-methoxy-2-oxo-1,2-dihydroquinoline-3-carboxylic acid COC=1C=C2C=C(C(NC2=CC1)=O)C(=O)O